r-Bis(di-tert-butylphosphino)ferrocene C(C)(C)(C)P(C(C)(C)C)[C-]1C=CC=C1.[C-]1(C=CC=C1)P(C(C)(C)C)C(C)(C)C.[Fe+2]